N,N-diethylpropargylamine CCN(CC)CC#C